tert-butyl 5-amino-4-(5-(2-aminoethyl)-1-oxoisoindolin-2-yl)-5-oxopentanoate NC(C(CCC(=O)OC(C)(C)C)N1C(C2=CC=C(C=C2C1)CCN)=O)=O